C(CN(C=[P])C=[P])N(C=[P])C=[P] ethylenediaminetetra(methylenephosphorus)